CC1(OB(OC1(C)C)C=1C=CC2=C(N=CO2)C1)C 5-(4,4,5,5-Tetramethyl-1,3,2-dioxaborolan-2-yl)benzo[d]oxazole